4-(3,5-difluorophenyl)-1-phenyl-N-(4-(trifluoromethyl)benzyl)-1H-pyrazol-3-amine FC=1C=C(C=C(C1)F)C=1C(=NN(C1)C1=CC=CC=C1)NCC1=CC=C(C=C1)C(F)(F)F